5-bromo-1-methylpyrazole-4-carboxylic acid BrC1=C(C=NN1C)C(=O)O